[(2S,5S)-2,3-dihydro-2,5-methano-1,4-benzoxazepin-4(5H)-yl][4-(trifluoromethyl)bicyclo[2.2.1]heptan-1-yl]methanone O1[C@@H]2CN([C@H](C3=C1C=CC=C3)C2)C(=O)C23CCC(CC2)(C3)C(F)(F)F